ClC1=NC2=CC=C(C=C2C(=N1)C(CC1=CC=CC=C1)(COC1OCCCC1)C1=NC=CC=N1)C=1C=C(C(N(C1)C)=O)C 5-(2-chloro-4-(1-phenyl-2-(pyrimidin-2-yl)-3-((tetrahydro-2H-pyran-2-yl)oxy)propan-2-yl)quinazoline-6-yl)-1,3-dimethylpyridin-2(1H)-one